S1C(=NC=C1)C(=O)[O-] thiazolate